CNCCN1CCCC1 N-methyl-2-(pyrrolidine-1-yl)ethan-1-amine